CC=1NC2=CC=C(C=C2C1C)CNC(=O)C=1OC=C(N1)C1=NC(=NC=C1C)NC1=CC=NN1C N-((2,3-dimethyl-1H-indol-5-yl)methyl)-4-(5-methyl-2-((1-methyl-1H-pyrazol-5-yl)amino)pyrimidin-4-yl)oxazole-2-carboxamide